(E)-3-(3-bromobenzylidene)pyrrolidine-2,5-dione BrC=1C=C(\C=C/2\C(NC(C2)=O)=O)C=CC1